CN(C1=C(C=C(C=N1)C1=NC(=NC=C1F)NC1CCN(CC1)S(=O)(=O)C)F)C 4-(6-(dimethylamino)-5-fluoropyridin-3-yl)-5-fluoro-N-(1-(methylsulfonyl)piperidin-4-yl)pyrimidin-2-amine